Tert-butyl 4-(2-{[(4-fluorophenyl)(methyl-d3)carbamoyl]methyl}-3,5-bis(trifluoromethyl)phenyl)-1H-pyrazole-1-carboxylate FC1=CC=C(C=C1)N(C(=O)CC1=C(C=C(C=C1C(F)(F)F)C(F)(F)F)C=1C=NN(C1)C(=O)OC(C)(C)C)C([2H])([2H])[2H]